5-(1-(tert-butoxycarbonyl)pyrrolidin-2-yl)-3,4-dihydroisoquinoline C(C)(C)(C)OC(=O)N1C(CCC1)C1=C2CCN=CC2=CC=C1